S(=O)(=O)([O-])[O-].[Sn+2].[Sn] tin stannous sulfate